(E)-1-acetyl-6-chloro-3-(pyridin-4-ylmethylene)indol-2-one C(C)(=O)N1C(/C(/C2=CC=C(C=C12)Cl)=C/C1=CC=NC=C1)=O